(S)-3-hydroxy-1-(2-hydroxy-2-phenylethyl)-2-methylpyridin-4(1H)-one OC1=C(N(C=CC1=O)C[C@H](C1=CC=CC=C1)O)C